N1CCC(CC1)N1CCN(CC1)C1=CC=C(C=C1)C1C(NC(CC1)=O)=O 3-[4-[4-(4-piperidyl)piperazin-1-yl]phenyl]-piperidine-2,6-dione